2,2-dimethyltetrahydrothieno[3,4-d][1,3]dioxole 5-oxide CC1(OC2C(O1)CS(C2)=O)C